C(C)(C)(C)OC(=O)[C@@H]1N(C=C(C1)C1=C(C=CC=C1)N)S(=O)(=O)C1=CC=CC=C1 (R)-4-(2-aminophenyl)-1-(benzenesulfonyl)-2,3-dihydro-1H-pyrrole-2-carboxylic acid tert-butyl ester